ClC1=NC(=CC(=N1)N1[C@@H](COCC1)C)C1(CC1)SC (3R)-4-{2-chloro-6-[1-(methylsulfanyl)cyclopropyl]-4-pyrimidinyl}-3-methylmorpholine